(1-methylindenyl)(pentamethyl-cyclopentadienyl)zirconium dichloride [Cl-].[Cl-].CC1C(=CC2=CC=CC=C12)[Zr+2]C1(C(=C(C(=C1C)C)C)C)C